O=C1C(C=[Ru](I)(I)(I)I)C=CC=C1 (2-oxobenzylidene)-ruthenium(VI) iodide